O1C=NC2=C1C=C(C=C2)C(C)N2C[C@@H](N(C[C@H]2CC)C=2C=1C(N(C(C2)=O)C)=CN(N1)CC#N)C 2-(7-((2S,5R)-4-(1-(benzo[d]oxazol-6-yl)ethyl)-5-ethyl-2-methylpiperazin-1-yl)-4-methyl-5-oxo-4,5-dihydro-2H-pyrazolo[4,3-b]pyridin-2-yl)acetonitrile